N[C@@H](CO)[C@@H](CCCC(=O)C1=CN=C2C(=N1)N(C(=C2)C(C)(C)C)C)CCC(F)(F)F (5S)-5-[(1R)-1-Amino-2-hydroxy-ethyl]-1-(6-tert-butyl-5-methyl-pyrrolo[2,3-b]pyrazin-3-yl)-8,8,8-trifluoro-octan-1-one